2,12-di-tert-butyl-5,9-bis(4-(tert-butyl)phenyl)-7-methyl-5,9-dihydro-5,9-diaza-13b-boranaphtho[3,2,1-de]anthracene C(C)(C)(C)C=1C=CC=2N(C=3C=C(C=C4N(C=5C=CC(=CC5B(C34)C2C1)C(C)(C)C)C1=CC=C(C=C1)C(C)(C)C)C)C1=CC=C(C=C1)C(C)(C)C